imidazol-4-yl rac-acetate C(C)(=O)OC=1N=CNC1